(rel-(1R,3S,5s)-5-((4-hydroxybutyl)(methyl)amino)cyclohexane-1,3-diyl)bis(methylene) bis(2-heptyldecanoate) C(CCCCCC)C(C(=O)OC[C@@H]1C[C@@H](CC(C1)N(C)CCCCO)COC(C(CCCCCCCC)CCCCCCC)=O)CCCCCCCC |o1:12,14|